methyl 4-((1H-pyrazol-1-yl)methyl)benzoate N1(N=CC=C1)CC1=CC=C(C(=O)OC)C=C1